ClC1=C(C=C2C(=N1)C(N(C2)C)=O)C 2-chloro-3,6-dimethyl-5,6-dihydro-7H-pyrrolo[3,4-b]pyridin-7-one